C(C)OC([C@@H](ON1[C@@H]2C=C([C@H](N(C1=O)C2)C(NCC#N)=O)C)F)=O (2S)-2-fluoro-2-[[(2S,5r)-2-(cyanomethyl-carbamoyl)-3-methyl-7-oxo-1,6-diazabicyclo[3.2.1]oct-3-en-6-yl]oxy]acetic acid ethyl ester